tert-butyl N-[(1R)-1-(cyclohexylmethyl)-2-[methoxy(methyl)amino]-2-oxo-ethyl]carbamate C1(CCCCC1)C[C@H](C(=O)N(C)OC)NC(OC(C)(C)C)=O